2-(benzyloxy)-8-(4-chloro-2-fluorophenyl)-5-(4-fluorobenzyl)-5,8-diazaspiro[3.5]nonane-6,9-dione C(C1=CC=CC=C1)OC1CC2(C1)N(C(CN(C2=O)C2=C(C=C(C=C2)Cl)F)=O)CC2=CC=C(C=C2)F